2-(4-(3-isopropyl-2-(5-methylimidazo[1,2-a]pyridin-7-yl)-1H-indol-5-yl)piperidin-1-yl)propane-1,3-diol C(C)(C)C1=C(NC2=CC=C(C=C12)C1CCN(CC1)C(CO)CO)C1=CC=2N(C(=C1)C)C=CN2